N-(2,6-dioxopiperidin-3-yl)-3-(4-formylpiperidin-1-yl)benzamide O=C1NC(CCC1NC(C1=CC(=CC=C1)N1CCC(CC1)C=O)=O)=O